(1s,2s)-2-fluoro-N-(6-(2-methyl-5-(1H-pyrrol-2-yl)phenyl)benzo[d]thiazol-2-yl)cyclopropane-1-carboxamide F[C@@H]1[C@@H](C1)C(=O)NC=1SC2=C(N1)C=CC(=C2)C2=C(C=CC(=C2)C=2NC=CC2)C